C1(CC1)C=1C(=NC=CC1)COC=1C=CC2=C(C(=C(O2)C)C(=O)O)C1 5-((3-Cyclopropylpyridin-2-yl)methoxy)-2-methylbenzofuran-3-carboxylic acid